2-chloro-5,7-dihydro-6H-pyrrolo[3,4-d]pyrimidine-6-carboxylic acid tert-butyl ester C(C)(C)(C)OC(=O)N1CC=2N=C(N=CC2C1)Cl